C(C)(C)(C)OC(=O)N[C@H](C(C(=O)O)O)C[C@H]1C(NCC1)=O (3S)-3-(tert-butoxycarbonylamino)-2-hydroxy-4-[(3S)-2-oxopyrrolidin-3-yl]butanoic acid